C(C)(=O)OC=1C(=NC=CC1OC)C(N[C@H](C(=O)N[C@H](C(C1=CC=CC=C1)(C1=CC=CC=C1)O)C)C)=O 2-(((S)-1-(((S)-1-hydroxy-1,1-diphenylpropan-2-yl)amino)-1-oxopropan-2-yl)carbamoyl)-4-methoxypyridin-3-yl acetate